CC1=C(C(=CC(=C1)C=1N=NN(N1)C)C)C1=C2CC[C@H](C2=CC=C1)N (R)-4-[2,6-dimethyl-4-(2-methyl-2H-tetrazol-5-yl)-phenyl]Indan-1-ylamine